C(C)(C)(C)OC(=O)N1C(=NC2=C1C(=C(C(=C2)Cl)N2CCC(CC2)(F)F)Cl)C(CC(=O)OC)C2=CC=C(C=C2)S(=O)(=O)CC2CC2 5,7-dichloro-2-(1-(4-(cyclopropylmethylsulfonyl)phenyl)-3-methoxy-3-oxopropyl)-6-(4,4-difluoropiperidin-1-yl)-1H-benzo[d]imidazole-1-carboxylic acid tert-butyl ester